tert-butyl (R)-(5-oxopyrrolidin-3-yl)carbamate O=C1C[C@H](CN1)NC(OC(C)(C)C)=O